C1CCC1 trans-Cyclobutane